ClC1=CC=C(C=C1)[C@@]1(N(C(C2=CC(=CC=C12)C(C)(C)O)=O)CC1=NC=C(C=C1)Cl)OC1CC(CC1)O (3R)-3-(4-chloro-phenyl)-2-(5-chloro-pyridin-2-ylmethyl)-3-(3-hydroxy-cyclopentyloxy)-6-(1-hydroxy-1-methyl-ethyl)-2,3-dihydro-isoindol-1-one